((3-cis-(trifluoromethoxy)cyclobutoxy)methyl)benzene FC(OC1(CCC1)OCC1=CC=CC=C1)(F)F